4-chloro-N-(3,5-difluoro-4-{[7-(2-hydroxyethoxy)-6-methoxy-1,5-naphthyridin-4-yl]oxy}phenyl)pyridine-3-carboxamide ClC1=C(C=NC=C1)C(=O)NC1=CC(=C(C(=C1)F)OC1=CC=NC2=CC(=C(N=C12)OC)OCCO)F